1-(((3S)-1-((3-hydroxy-3-methyl-1-azetidinyl)sulfonyl)-3-piperidinyl)carbonyl)-N-(4-(trifluoromethyl)benzyl)-D-prolinamide OC1(CN(C1)S(=O)(=O)N1C[C@H](CCC1)C(=O)N1[C@H](CCC1)C(=O)NCC1=CC=C(C=C1)C(F)(F)F)C